2-((6R,8R)-8-isopropyl-9-((2S,3S)-3-methyl-2-((R)-1-methylpiperidine-2-carboxamido)pentanoyl)-4-oxo-5,10-dioxa-3,9-diazahexadecan-6-yl)thiazole-4-carboxylic acid C(C)(C)[C@@H](C[C@@H](OC(NCC)=O)C=1SC=C(N1)C(=O)O)N(OCCCCCC)C([C@H]([C@H](CC)C)NC(=O)[C@@H]1N(CCCC1)C)=O